13-Hydroperoxy-9,11-octadecadienoic acid O(O)C(C=CC=CCCCCCCCC(=O)O)CCCCC